ClC=1C=C(CNC2=NC(=NC3=CC=C(C=C23)C=2C(=NOC2C)C)NCCN2CCN(CC2)C)C=CC1 N4-(3-chlorobenzyl)-6-(3,5-dimethylisoxazol-4-yl)-N2-(2-(4-methylpiperazine-1-Yl)ethyl)quinazoline-2,4-diamine